N-((5'H,7'H-spiro[cyclopropane-1,4'-thieno[2,3-c]pyran]-7'-yl)methyl)methane-d3-Amine S1C=CC2=C1C(OCC21CC1)CNC([2H])([2H])[2H]